FC=1C=C2C(=C(NC2=C(C1)F)C1=CC=C(C=C1)F)CC(C(=O)N)(F)F [5,7-difluoro-2-(4-fluorophenyl)-1H-indol-3-yl]-2,2-difluoro-propionamide